2-[2-(2-Ethoxyethoxy)-ethoxy]-ethylamin C(C)OCCOCCOCCN